FC=1C=C2C(=C(/C(/C2=CC1)=C/C1=CC=C(C=C1)OC1=CC=C(C=C1)F)CC=1C=NC(=CC1)F)CC(=O)O (Z)-2-(5-Fluoro-1-(4-(4-fluorophenoxy)benzylidene)-2-((6-fluoropyridin-3-yl)-methyl)-1H-inden-3-yl)acetic acid